BrC(CC1CC1)C1=NC=CC=C1 2-(1-Bromo-2-cyclopropylethyl)pyridine